FC(OC1=CC(=NN1S(=O)(=O)C1=CC=C(C)C=C1)NC1=NC(=CN=C1)C(C)C1CCOCC1)F N-(5-(difluoromethoxy)-1-tosyl-1H-pyrazol-3-yl)-6-(1-(tetrahydro-2H-pyran-4-yl)ethyl)pyrazin-2-amine